BrCC1=C(C=C(C(=O)OC)C=C1)Cl methyl 4-(bromomethyl)-3-chlorobenzoate